N-methyl-bis-(2-aminopropyl)amine CN(CC(C)N)CC(C)N